N[C@H](C(=O)O)COCC1CC1 (S)-2-amino-3-cyclopropylmethoxypropanoic acid